C(C)OC(=O)C=1C(=NN2C1C=C(C(=C2)OCC)NC(=O)OC(C)(C)C)C 5-((tert-butoxycarbonyl)amino)-6-ethoxy-2-methylpyrazolo[1,5-a]pyridine-3-carboxylic acid ethyl ester